N-(((2R,4R)-4-(Aminomethyl)pyrrolidin-2-yl)methyl)-4,4''-bis(trifluoromethyl)-[1,1':3',1''-terphenyl]-5'-carboxamide hydrochloride salt Cl.NC[C@H]1C[C@@H](NC1)CNC(=O)C=1C=C(C=C(C1)C1=CC=C(C=C1)C(F)(F)F)C1=CC=C(C=C1)C(F)(F)F